ClC=1C=CC=2C(=NC=C(N2)N2CCC(CCC2)(N)C)N1 1-(6-chloropyrido[2,3-b]pyrazin-2-yl)-4-methylazepan-4-amine